OP(O)(=O)OP(=O)(O)OP(=O)(O)O.[C@@H]1([C@H](O)[C@H](O)[C@@H](CO)O1)N1C=NC=2C(N)=NC=NC12.[C@@H]1([C@H](O)[C@H](O)[C@@H](CO)O1)N1C=NC=2C(N)=NC=NC12 di-adenosine triphosphate